ClC=1C=C(C=C(C1)Cl)C1=CC(=CC(=N1)OC=1C=NC(=NC1)N1CCN(CC1)CCC(=O)O)CN1CCC(CC1)CNC(=O)NC 3-(4-(5-((6-(3,5-dichloro-phenyl)-4-((4-((3-methyl-ureido)methyl)piperidin-1-yl)methyl)pyridin-2-yl)oxy)pyrimidin-2-yl)piperazin-1-yl)propanoic acid